C(C)(C)(CC(C)(C)C)NC(CC1=CC=CC=C1)=O N-tert-octyl-phenylacetamide